9-chloro-4-[(2-chloro-3-methylpyridin-4-yl)methyl]-7-(5-fluoroindol-1-yl)-3,5-dihydro-2H-1,4-benzoxazepine ClC1=CC(=CC=2CN(CCOC21)CC2=C(C(=NC=C2)Cl)C)N2C=CC1=CC(=CC=C21)F